1,3,5-tricarboxyl-phloroglucinol dioxygen [O].[O].C(=O)(O)C1(O)CC(O)(CC(O)(C1)C(=O)O)C(=O)O